1-(3-(tert-butyl)-1-(3-chlorophenyl)-1H-pyrazol-5-yl)-3-(2-(methylthio)-4-((3-keto-3,4-dihydropyrido[2,3-b]pyrazin-8-yl)oxy)phenyl)urea C(C)(C)(C)C1=NN(C(=C1)NC(=O)NC1=C(C=C(C=C1)OC1=CC=NC=2NC(C=NC21)=O)SC)C2=CC(=CC=C2)Cl